C(#N)C=1C=C(N[C@H]2C[C@H](C2)C(=O)OC)C=CC1F methyl cis-3-(3-cyano-4-fluoro-anilino)cyclobutanecarboxylate